ClC1=C(NC(=C1Cl)C)C(=O)NC1=C(C=C(C=C1)C=1OC(NN1)=O)OCC1=NC=CC=N1 3,4-Dichloro-5-methyl-N-(4-(5-oxo-4,5-dihydro-1,3,4-oxadiazol-2-yl)-2-(pyrimidin-2-ylmethoxy)phenyl)-1H-pyrrole-2-carboxamide